(R)-5-trifluoromethyl-2,3-dihydro-1H-inden-1-amine FC(C=1C=C2CC[C@H](C2=CC1)N)(F)F